ClC1=C(C=C(C=C1Cl)C(=O)NCC1=C(C=CC=C1)OC)C(=O)NC1=CC=CC=C1 4,5-dichloro-N1-[(2-methoxyphenyl)methyl]-N3-phenylbenzene-1,3-dicarboxamide